FC1(CCC(CC1)[C@H](NC(=O)C1=NON=C1CC)C=1OC2=C(N1)C=C(C=C2)[C@@H](COC)N2C(N[C@@H](C2)C(F)(F)F)=O)F N-((S)-(4,4-difluorocyclohexyl)(5-((S)-2-methoxy-1-((S)-2-oxo-4-(trifluoromethyl)imidazolidin-1-yl)ethyl)benzo[d]oxazol-2-yl)methyl)-4-ethyl-1,2,5-oxadiazole-3-carboxamide